4-(4-(butyl(4-hydroxybutyl)amino)phenyl)-3-cyano-1-oxaspiro[4.4]non-3-ene C(CCC)N(C1=CC=C(C=C1)C1=C(COC12CCCC2)C#N)CCCCO